C(#N)C1(CC(C1)COC=1C=C(C=2N(C1)N=CC2C#N)C=2C=NC(=CC2)N2CC1N(C(C2)C1)CC=1C=NC(=CC1)OC)C 6-((3-Cyano-3-methylcyclobutyl)methoxy)-4-(6-(6-((6-methoxypyridin-3-yl)methyl)-3,6-diazabicyclo[3.1.1]heptan-3-yl)pyridin-3-yl)pyrazolo[1,5-a]pyridine-3-carbonitrile